NC1=NC=CC(=N1)C1=CC=2C(=NC=CC2S1)N(C(C1=C(C=C(C=C1)N1N=NC=2C1=NC=CC2)F)=O)[C@H]2CNCCC2 N-[2-(2-aminopyrimidin-4-yl)thieno[3,2-c]pyridin-4-yl]-2-fluoro-N-[(3R)-3-piperidyl]-4-(triazolo[4,5-b]pyridin-3-yl)benzamide